2-(2,6-dichloropyridin-4-yl)-5-fluorobenzoic acid ClC1=NC(=CC(=C1)C1=C(C(=O)O)C=C(C=C1)F)Cl